Cl.FC1=C(C=CC(=C1)F)NN (2,4-difluorophenyl)hydrazine hydrochloride